BrC=1C=CC2=C(C(CC(O2)(CC)CC)=O)C1 6-bromo-2,2-diethyl-3,4-dihydro-2H-1-benzopyran-4-one